bis(3,5-dimethyl-4-methoxyphenyl)chlorophosphine CC=1C=C(C=C(C1OC)C)P(Cl)C1=CC(=C(C(=C1)C)OC)C